N[C@@H](CC(=O)N)C1=NC(=NO1)[C@H]1NC[C@@H](C1)O (S)-3-amino-3-(3-((2S,4R)-4-Hydroxytetrahydropyrrol-2-yl)-1,2,4-oxadiazol-5-yl)propionamide